(S)-quinuclidin-3-yl((R)-6-ethoxy-2,2-dimethyl-5-(4-propylphenyl)-2,3-dihydro-1H-inden-1-yl)carbamate N12C[C@H](C(CC1)CC2)OC(N[C@@H]2C(CC1=CC(=C(C=C21)OCC)C2=CC=C(C=C2)CCC)(C)C)=O